2,5-di-n-butyl-terephthalic acid C(CCC)C1=C(C(=O)O)C=C(C(=C1)C(=O)O)CCCC